ClC=1C=CC(=C(C1)C1=NN(C=C1NC(=O)C=1C=NN2C1N=CC=C2)CC(=O)N2CCC(CC2)N(C)CCC#N)OC(F)F Pyrazolo[1,5-a]pyrimidine-3-carboxylic acid [3-(5-chloro-2-difluoromethoxy-phenyl)-1-(2-{4-[(2-cyano-ethyl)-methyl-amino]-piperidin-1-yl}-2-oxo-ethyl)-1H-pyrazol-4-yl]-amide